ClC1=CC=C(C(=O)NC(C)(C)C2=NC=3CCCN(C3C=C2)C2=NC(=NC=C2)C)C=C1 4-chloro-N-(2-(5-(2-methylpyrimidin-4-yl)-5,6,7,8-tetrahydro-1,5-naphthyridin-2-yl)propan-2-yl)benzamide